FC1(CNC(N(C1)C(CO)C1=CN=C(S1)NC(OC(C)(C)C)=O)=O)F tert-butyl (5-(1-(5,5-difluoro-2-oxotetrahydropyrimidin-1(2H)-yl)-2-hydroxyethyl)thiazol-2-yl)carbamate